C(C)(C)(C)OC(=O)C1=CC=C(C(=O)C2=CC=C(C=C2)C(=O)OC(C)(C)C)C=C1 4,4'-bis(tert-butyloxycarbonyl)benzophenone